COC(=O)C1=C(C2=C(OCO2)C(=C1)O)N 4-amino-7-hydroxybenzo[d][1,3]dioxole-5-carboxylic acid methyl ester